2-cyano-4-[(1S,4S,5R)-5-[[3-(2,6-dichlorophenyl)-5-(1-fluorocyclopropyl)-1,2-oxazol-4-yl]methoxy]-2-azabicyclo[2.2.1]heptan-2-yl]benzoic acid C(#N)C1=C(C(=O)O)C=CC(=C1)N1[C@@H]2C[C@H]([C@H](C1)C2)OCC=2C(=NOC2C2(CC2)F)C2=C(C=CC=C2Cl)Cl